4-(diphenylphosphono)-N,N-dimethyl-3-(trifluoromethoxy)aniline methyl-2-(hydroxymethyl)-acrylate COC(C(=C)CO)=O.C1(=CC=CC=C1)OP(=O)(OC1=CC=CC=C1)C1=C(C=C(N(C)C)C=C1)OC(F)(F)F